2-(3-Dimethylaminopropylamino)-N-pyridin-3-ylbenzamide CN(CCCNC1=C(C(=O)NC=2C=NC=CC2)C=CC=C1)C